C(CCCCCCCCCCCCCC)NC1=C(C(=O)O)C=CC=C1 2-(pentadecylamino)benzoic acid